5-(2,3-dihydrobenzo[b][1,4]dioxin-6-yl)-N-(4-methoxy-1H-benzo[d]imidazol-2-yl)-1,3,4-oxadiazol-2-amine O1C2=C(OCC1)C=C(C=C2)C2=NN=C(O2)NC2=NC1=C(N2)C=CC=C1OC